1-(tert-Butyl)-3-(2,4,6-trifluorophenyl)-5-methyl-pyrazol-4-ol C(C)(C)(C)N1N=C(C(=C1C)O)C1=C(C=C(C=C1F)F)F